tert-butyl 4-(6-chloro-7-(2-methoxy-3-methylphenyl)-1-(2-isopropyl-4-methylpyridin-3-yl)-2-oxo-1,2-dihydropyrido[2,3-d]pyrimidin-4-yl)-4,7-diazaspiro[2.5]octane-7-carboxylate ClC1=CC2=C(N(C(N=C2N2C3(CC3)CN(CC2)C(=O)OC(C)(C)C)=O)C=2C(=NC=CC2C)C(C)C)N=C1C1=C(C(=CC=C1)C)OC